(3R,4S)-3-fluoro-1-propionylpiperidin F[C@H]1CN(CCC1)C(CC)=O